FC1=C(C=CC(=C1)SC)NC=1N(C(C=C(C1C(=O)OC)CC=O)=O)C methyl 2-((2-fluoro-4-(methylthio) phenyl) amino)-1-methyl-6-oxo-4-(2-oxoethyl)-1,6-dihydropyridine-3-carboxylate